methyl (4-nitroisoquinolin-1-yl)-L-prolinate [N+](=O)([O-])C1=CN=C(C2=CC=CC=C12)N1[C@@H](CCC1)C(=O)OC